FC1=C(CN2[C@@H](CCC2=O)CC(=O)N[C@@H](C(C)C)C(=O)N[C@@H](C)C(=O)OC)C=CC=C1F methyl (2-((S)-1-(2,3-difluorobenzyl)-5-oxopyrrolidin-2-yl)acetyl)-L-valyl-L-alaninate